FC(C1=NNC=C1C#CC#CCC(C=1C(N(C=CC1)C)=O)C1=C(C=CC(=C1)F)F)F 3-(Difluoromethyl)-4-(6-(2,5-difluorophenyl)-6-(1-methyl-2-oxo-1,2-dihydropyridin-3-yl)hex-1,3-diyn-1-yl)pyrazole